tertiaryamyl hydroperoxide C(C)(C)(CC)OO